N-[(1S)-2-[2-(6-benzyloxy-3-fluoropyridine-2-carbonyl)-3-chloro-4-(trifluoromethyl)anilino]-1-methyl-2-oxo-ethyl]carbamic acid tert-butyl ester C(C)(C)(C)OC(N[C@H](C(=O)NC1=C(C(=C(C=C1)C(F)(F)F)Cl)C(=O)C1=NC(=CC=C1F)OCC1=CC=CC=C1)C)=O